7-fluoro-4-(2-(((2R,7aS)-2-fluorotetrahydro-1H-pyrrolizin-7a(5H)-yl)methoxy)-6-methoxy-4-(piperazin-1-yl)pyrido[3,2-d]pyrimidin-7-yl)benzo[d]thiazol-2-amine FC1=CC=C(C=2N=C(SC21)N)C2=CC=1N=C(N=C(C1N=C2OC)N2CCNCC2)OC[C@]21CCCN1C[C@@H](C2)F